(S)-8-(4-(tert-butyl)-1-(p-tolyl)-4,5-dihydro-1H-imidazol-2-yl)-6-methoxyquinoline C(C)(C)(C)[C@@H]1N=C(N(C1)C1=CC=C(C=C1)C)C=1C=C(C=C2C=CC=NC12)OC